4-chloro-2-(2,2-difluoroethoxy)-5-fluoroaniline ClC1=CC(=C(N)C=C1F)OCC(F)F